(2S,3S)-2-({[(9H-fluoren-9-yl)methoxy]carbonyl}amino)-3-methylpentanoic acid C1=CC=CC=2C3=CC=CC=C3C(C12)COC(=O)N[C@H](C(=O)O)[C@H](CC)C